C(CN)N (E)-1,2-ethanediamine